ethyl 6-(5-fluorobenzo[d]thiazol-7-yl)-2-(1-(trifluoromethyl)cyclopropane-1-carbonyl)-2,6-diazaspiro[3.4]octane-8-carboxylate FC=1C=C(C2=C(N=CS2)C1)N1CC2(CN(C2)C(=O)C2(CC2)C(F)(F)F)C(C1)C(=O)OCC